2-methyl-2-propylnitrit CC(C)(C)ON=O